N1=C(C=CC=C1)C1=C(C=CC=C1)[Ir+]C1=C(C=CC=C1)C1=NC=CC=C1 Bis(2-(2-pyridyl)phenyl)iridium (III)